1-(6-(((1r,4r)-4-((3-chloro-4-cyanophenyl)(methyl)amino)cyclohexyl)carbamoyl)-pyridazin-3-yl)piperidine-4-carboxylic acid ClC=1C=C(C=CC1C#N)N(C1CCC(CC1)NC(=O)C1=CC=C(N=N1)N1CCC(CC1)C(=O)O)C